O1CCC(CC1)COC(=O)C1CCN(CC1)C(=O)OCC1=CC=CC=C1 Piperidine-1,4-dicarboxylic acid 1-benzyl 4-((tetrahydro-2H-pyran-4-yl) methyl) ester